aza-benzo[b]thiophene-2-carboxylic acid S1C2=C(N=C1C(=O)O)C=CC=C2